N1(C(CCC1)=O)C(=O)[O-] PyrrolidoneCarboxylate